N-(2,4-dichlorobenzyl)-5-fluoro-8-hydroxy-8-(hydroxymethyl)-5,6,7,8-tetrahydroquinoline-5-carboxamide ClC1=C(CNC(=O)C2(C=3C=CC=NC3C(CC2)(CO)O)F)C=CC(=C1)Cl